ClC=1C=NN(C1C=1N=C(C2=C(N1)C=CO2)NCC2=CC=C(C=C2)C=2N(C=C(N2)C(F)(F)F)C)C(C)C 2-(4-Chloro-1-isopropyl-1H-pyrazol-5-yl)-N-(4-(1-methyl-4-(trifluoromethyl)-1H-imidazol-2-yl)benzyl)furo[3,2-d]pyrimidin-4-amine